C1(CC1)NC(C(C)OC1=C(C=C(C=C1)OC)C=O)=O N-CYCLOPROPYL-2-(2-FORMYL-4-METHOXYPHENOXY)PROPANAMIDE